CO\N=C/1\C(N(CC1)C(=O)C1=CC=C(C=C1)C1=C(C=CC=C1)C)CO (3E,5S)-(hydroxymethyl)-1-[(2'-methyl-1,1'-biphenyl-4-yl)carbonyl]pyrrolidin-3-one O-methyloxime